FC(C(=O)O)(F)F.N1CC(C1)N(C(OCC1=CC=CC=C1)=O)C benzyl N-(azetidin-3-yl)-N-methyl-carbamate trifluoroacetic acid salt